zinc p-toluenesulfonate hydrate CC1=CC=C(C=C1)S(=O)(=O)[O-].CC1=CC=C(C=C1)S(=O)(=O)[O-].O.[Zn+2]